P(=O)(OCOC1=C(C(=CC(=C1)CCCCC)OOP(=O)(OC1=CC=CC=C1)OC1=CC=CC=C1)C1C(CCC(=C1)C)C(=C)C)(OC1=CC=CC=C1)OC1=CC=CC=C1 ((6-((diphenoxyphosphoryl) peroxy)-5'-methyl-4-pentyl-2'-(prop-1-en-2-yl)-1',2',3',4'-tetrahydro-[1,1'-biphenyl]-2-yl)oxy)methyl diphenyl phosphate